1,3,7-trimethyl-8-(propylsulfonyl)-1H-purine-2,6(3H,7H)-dione CN1C(N(C=2N=C(N(C2C1=O)C)S(=O)(=O)CCC)C)=O